(3R,4S)-1-(4-(7H-pyrrolo[2,3-d]pyrimidin-4-yl)-3,4-dihydro-2H-1,4-thiazine-6-carbonyl)-3-aminopiperidine-4-carboxylic acid N1=CN=C(C2=C1NC=C2)N2CCSC(=C2)C(=O)N2C[C@@H]([C@H](CC2)C(=O)O)N